trans-N-(2-(4,6-dimethoxypyrimidin-5-yl)-1-methyl-1H-pyrrolo[2,3-c]pyridin-5-yl)-2-((4-methylpiperazin-1-yl)methyl)cyclopropane-1-carboxamide COC1=NC=NC(=C1C1=CC=2C(=CN=C(C2)NC(=O)[C@H]2[C@@H](C2)CN2CCN(CC2)C)N1C)OC